N-(5-((6-((R)-3-(2,3-difluorophenyl)isoxazolidine-2-yl)pyrimidine-4-yl)amino)-2-((S)-2,4-dimethylpiperazine-1-yl)-4-methoxyphenyl)acrylamide FC1=C(C=CC=C1F)[C@@H]1N(OCC1)C1=CC(=NC=N1)NC=1C(=CC(=C(C1)NC(C=C)=O)N1[C@H](CN(CC1)C)C)OC